(tert-butyldimethylsilyl)-2-fluoro-N'-((1,2,3,5,6,7-hexahydro-s-indacen-4-yl)carbamoyl)benzenesulfonimidamide [Si](C)(C)(C(C)(C)C)C=1C(=C(C=CC1)S(=O)(N)=NC(NC1=C2CCCC2=CC=2CCCC12)=O)F